C(C)(C)(C)OC(=O)NCCC(C(=O)OC)O methyl 4-[[(tert-butoxy)carbonyl]amino]-2-hydroxybutanoate